(S)-2-amino-N-(3-(7-ethyl-7-hydroxy-8,11-dioxo-7,8,11,13-tetrahydro-10H-[1,3]-dioxolano[4,5-g]pyrano[3',4':6,7]indolizino[1,2-B]quinolin-14-yl)propyl)acetamide NCC(=O)NCCCC1=C2C(=NC=3C=C4C(=CC13)OCO4)C4=CC1=C(C(N4C2)=O)COC([C@]1(O)CC)=O